C1(CC1)C=1C(=NON1)C(=O)N[C@@H](C(C1CC1)C1CC1)C(NC1=NC=CC(=C1)CN1C(N[C@@H](C1)C(F)(F)F)=O)=O 4-Cyclopropyl-N-((S)-1,1-dicyclopropyl-3-oxo-3-((4-(((S)-2-oxo-4-(trifluoromethyl)imidazolidin-1-yl)methyl)pyridin-2-yl)amino)propan-2-yl)-1,2,5-oxadiazole-3-carboxamide